[C@H]1([C@@H](O)[C@@H](O)[C@H](O)[C@H](O1)CO)O[C@@H]1[C@@H](C(O)O[C@@H]([C@H]1O)CO)O 3-O-(α-D-mannopyranosyl)-D-mannopyranose